O1C(C1)COC1=CC=C(C=C1)CC(=O)N 4-(oxiranylmethoxy)phenylacetamide